5-bromo-2-chloro-N-(4-(dimethylphosphoryl)quinolin-3-yl)pyrimidin-4-amine BrC=1C(=NC(=NC1)Cl)NC=1C=NC2=CC=CC=C2C1P(=O)(C)C